C(#N)CC1CN(CCN1C(C=C)=O)C=1C2=C(N=C(N1)OC[C@H]1N(CCC1)C)CN(CC2)C=2C=NC=CC2C#N 3-[4-[3-(cyanomethyl)-4-prop-2-enoyl-piperazin-1-yl]-2-[[(2S)-1-methylpyrrolidin-2-yl]methoxy]-6,8-dihydro-5H-pyrido[3,4-d]pyrimidin-7-yl]pyridine-4-carbonitrile